5-(6-fluoroquinolin-4-ylamino)-N-(4-(pyridin-4-ylamino)phenyl)pyridine-2-carboxamide FC=1C=C2C(=CC=NC2=CC1)NC=1C=CC(=NC1)C(=O)NC1=CC=C(C=C1)NC1=CC=NC=C1